3-(10,11-dihydro-5H-dibenzo[b,f]azepin-5-yl)-N-methylpropan-1-amine C1=CC=CC=2N(C3=C(CCC21)C=CC=C3)CCCNC